ClC=1C=2N(N=C(C1)C)C(=CC2)C(=O)OC methyl 4-chloranyl-2-methyl-pyrrolo[1,2-b]pyridazine-7-carboxylate